ketomethylamide O=C[NH-]